5-[2-(1,6-dimethylquinolin-1-ium-2-yl)ethenyl]quinolin-8-ol C[N+]1=C(C=CC2=CC(=CC=C12)C)C=CC1=C2C=CC=NC2=C(C=C1)O